ClC1=C(C=CC2=C1C(=N[C@H](C=1N2N=C(N1)C(=O)NC[C@H](C)O)C)C1=C(C=CC=C1F)F)Cl (4S)-7,8-dichloro-6-(2,6-difluorophenyl)-4-methyl-N-[(2S)-2-hydroxypropyl]-4H-[1,2,4]triazolo[1,5-a][1,4]benzodiazepine-2-carboxamide